C1(CC1)C1=CN=C2C(=N1)N(N=C2NCC2=NC1=C(N2)C=CC=C1F)C1CCOCC1 6-cyclopropyl-N-[(4-fluoro-1H-benzimidazol-2-yl)methyl]-1-(oxan-4-yl)-1H-pyrazolo[3,4-b]pyrazin-3-amine